Methyl (Z)-1-acetyl-3-(ethoxy(phenyl)methylene)-2-oxoindoline-6-carboxylate C(C)(=O)N1C(\C(\C2=CC=C(C=C12)C(=O)OC)=C(\C1=CC=CC=C1)/OCC)=O